C1(=CC=C(C=C1)C=1OCCN1)C=1OCCN1 2,2'-p-phenylenebis(2-oxazoline)